Ammonium methyltaurine CNCCS(=O)(=O)O.[NH4+]